5-fluoro-2,3-dimethyl-1H-indole-7-carboxylic acid FC=1C=C2C(=C(NC2=C(C1)C(=O)O)C)C